2-amino-3,4-dihydroxyl-carboxybutyric acid NC(C(=O)O)(C(CO)O)C(=O)O